O=C(CC(=O)OC)CC(=O)OC 1,5-dimethyl 3-oxopentanedioate